4-(1-((tert-butyldimethylsilyl)oxy)-2-(1H-1,2,3-triazol-4-yl)ethyl)-N-(4,4-difluorocyclohexyl)-6-(3,5-dimethyl-1H-pyrazol-1-yl)pyridin-2-amine [Si](C)(C)(C(C)(C)C)OC(CC=1N=NNC1)C1=CC(=NC(=C1)N1N=C(C=C1C)C)NC1CCC(CC1)(F)F